BrC1=CC(=C(C=C1)NC=1N(C(C=C2CCN(C(C12)=O)OCC1CC1)=O)C)F 8-((4-bromo-2-fluorophenyl)amino)-2-(cyclopropylmethoxy)-7-methyl-3,4-dihydro-2,7-naphthyridine-1,6(2H,7H)-dione